2,2'-methylenebis(6-(1-methylbenzyl)-4-methylbenzotriazole) C(N1N=C2C(=N1)C=C(C=C2C)CC2(CC=CC=C2)C)N2N=C1C(=N2)C=C(C=C1C)CC1(CC=CC=C1)C